BrC=1N(C(=C(N1)C(=O)O)SCC)C 2-Bromo-5-(ethylsulfanyl)-1-methyl-1H-imidazole-4-carboxylic acid